N=S1(CC(CC1)NCC1=CC=NC2=CC(=CC=C12)OC)=O 1-imino-3-(((7-methoxyquinolin-4-yl)methyl)amino)tetrahydro-1H-1λ6-thiophene 1-oxide